ClC1([C@H]([C@@H]1C1=CC(=C(C=C1)F)Cl)C(=O)N)Cl (1R,3R)-2,2-dichloro-3-(3-chloro-4-fluorophenyl)cyclopropane-1-carboxamide